(2-methanesulfonamidoethyl)-2-oxo-1-[cis-4-[(3-methoxy-4-methylphenyl)carbamoyl]cyclohexyl]-2,3-dihydro-1H-1,3-benzodiazole-4-carboxamide CS(=O)(=O)NCCN1C(N(C2=C1C(=CC=C2)C(=O)N)[C@@H]2CC[C@@H](CC2)C(NC2=CC(=C(C=C2)C)OC)=O)=O